C(C(O)C)(=O)O.S1CCCCC1 Thian lactate